O-(5,9,13-trimethyltetradec-4-enoyl)propanediol CC(=CCCC(=O)OC(CC)O)CCCC(CCCC(C)C)C